4-[4-(1,3-benzothiazol-2-yl)piperidin-1-yl]-1-methyl-2-oxo-7-propoxy-1,2-dihydroquinoline-3-carbonitrile S1C(=NC2=C1C=CC=C2)C2CCN(CC2)C2=C(C(N(C1=CC(=CC=C21)OCCC)C)=O)C#N